Cl.NC\C=C(\CN1C=NC2=C1C=C(C=C2C2=CC(=CC=C2)S(NCC2=CC=C(C=C2)OC)(=O)=O)C(=O)OC)/F Methyl (Z)-1-(4-amino-2-fluorobut-2-en-1-yl)-4-(3-(N-(4-methoxybenzyl)sulfamoyl)phenyl)-1H-benzo[d]imidazol-6-carboxylate Hydrochloride